C(C)(C)(C)OC(=O)N1[C@H]2CC(C[C@@H]1CC2)NC(=O)OCC2=CC=CC=C2 (1R,3s,5S)-3-(((benzyloxy)carbonyl)amino)-8-azabicyclo[3.2.1]octane-8-carboxylic acid tert-butyl ester